C(C=C)(=O)N1C[C@@H](N(CC1)C1=NC(N2C3=C(C(=C(C=C13)C(F)(F)F)C1=C(C=C(C(=C1)Cl)F)F)SC[C@@H](C2)OC)=O)C (3R)-8-((S)-4-acryloyl-2-methylpiperazin-1-yl)-11-(5-chloro-2,4-difluorophenyl)-3-methoxy-10-(trifluoromethyl)-3,4-dihydro-2H,6H-[1,4]thiazepino[2,3,4-ij]quinazolin-6-one